(1H-Pyrazol-3-yl)methylamine N1N=C(C=C1)CN